4-[(6-chloro-3-pyridylmethyl)-(cyclopropylmethyl)-amino]-furan-2(5H)-one ClC1=CC=C(C=N1)CN(C1=CC(OC1)=O)CC1CC1